ClC1=NC(=C(C=C1C(=O)OC)F)C(F)(F)C1CC1 methyl 2-chloro-6-[cyclopropyl (difluoro) methyl]-5-fluoro-pyridine-3-carboxylate